2-((2-(difluoromethoxy)-5-fluoropyridin-3-yl)sulfonyl)-1,2,3,4-tetrahydroisoquinoline FC(OC1=NC=C(C=C1S(=O)(=O)N1CC2=CC=CC=C2CC1)F)F